ClC=1C(=C(C(=CC1)C(F)F)C=1C=CC(=[N+](C1)[O-])[C@H](C(=O)NC1=CC=C(C(=O)OC)C=C1)CC1CCC1)F |o1:17| (R)- or (S)-methyl 4-[(2-{5-[3-chloro-6-(difluoromethyl)-2-fluorophenyl]-1-oxidopyridin-2-yl}-3-cyclobutylpropanoyl)amino]benzoate